OCC(C(=O)[O-])C.[Na+] (±)-Sodium β-hydroxyisobutyrate